FC(S(=O)(=O)OC=1C(=CC2=C(CCCCC2=O)C1)C)(F)F 3-methyl-5-oxo-6,7,8,9-tetrahydro-5H-benzo[7]annulen-2-yl trifluoromethanesulfonate